S1[SiH2]C=CC=C1 thiasilaine